ethyl-3,3-di-(tert-butyl peroxy)-butyrate C(C)OC(CC(C)(OOC(C)(C)C)OOC(C)(C)C)=O